tert-butyl (2-((2-(2,6-dioxopiperidin-3-yl)-1,3-dioxoisoindolin-4-yl) amino)ethyl)carbamate O=C1NC(CCC1N1C(C2=CC=CC(=C2C1=O)NCCNC(OC(C)(C)C)=O)=O)=O